COC([C@@H](NC(=O)OCC1=CC=CC=C1)CO)=O CBZ-L-serine methyl ester